5-(8-fluoro-[1,2,4]triazolo[1,5-a]pyridin-6-yl)-7H-pyrrolo[2,3-d]pyrimidin-2-amine FC=1C=2N(C=C(C1)C1=CNC=3N=C(N=CC31)N)N=CN2